3-[2-[4-(8-chloro-7-hydroxy-4-oxo-chromen-2-yl)phenoxy]ethoxy]cyclobutanecarboxylic acid ClC=1C(=CC=C2C(C=C(OC12)C1=CC=C(OCCOC2CC(C2)C(=O)O)C=C1)=O)O